2-(5-(((R)-3-fluoropyrrolidin-1-yl)methyl)-2-oxopyridin-1(2H)-yl)-4-methylpentanoic acid F[C@H]1CN(CC1)CC=1C=CC(N(C1)C(C(=O)O)CC(C)C)=O